[Ir+3].C1(=CC=C(C=C1)C1=NC=CC=C1)C.C1(=CC=C(C=C1)C1=NC=CC=C1)C.C1(=CC=C(C=C1)C1=NC=CC=C1)C tris[2-(p-tolyl)pyridine] iridium (iii)